1-(2-(dimethylamino)ethyl)-2-((6-(trifluoromethoxy)benzo[d]oxazol-2-yl)amino)-1H-benzo[d]imidazole-5-carboxylic acid CN(CCN1C(=NC2=C1C=CC(=C2)C(=O)O)NC=2OC1=C(N2)C=CC(=C1)OC(F)(F)F)C